3-(3,4-dichlorophenyl)-5-(2-(3-fluoropyrrolidin-1-yl)-2-oxoethyl)-1-(pyridin-2-yl)-1H-pyrrolo[3,2-c]pyridin-4(5H)-one ClC=1C=C(C=CC1Cl)C1=CN(C2=C1C(N(C=C2)CC(=O)N2CC(CC2)F)=O)C2=NC=CC=C2